C(CCC)(=O)NC(C1=CC(=C2C=CC=NC2=C1O)NC(CCCCCCCNC1=C2C(N(C(C2=CC=C1)=O)C1C(NC(CC1)=O)=O)=O)=O)C=1C=NC=CC1 N-(7-(butyramido-(pyridin-3-yl)meth-yl)-8-hydroxy-quinolin-5-yl)-8-((2-(2,6-dioxopiperidin-3-yl)-1,3-dioxo-isoindolin-4-yl)-amino)octanamide